4-cyano-3-{[3-(5-methyl-1,2,4-oxadiazol-3-yl)phenyl]formamido}butanoic acid C(#N)CC(CC(=O)O)NC(=O)C1=CC(=CC=C1)C1=NOC(=N1)C